2-(4-ethoxypiperidin-1-yl)-5-fluoropyridin-3-amine C(C)OC1CCN(CC1)C1=NC=C(C=C1N)F